anilino-1-naphthalenesulfonic acid N(C1=CC=CC=C1)C1=C(C2=CC=CC=C2C=C1)S(=O)(=O)O